((2S,4S)-4-(8-chloro-6-fluoro-7-(3-methyl-2-(trifluoromethyl)phenyl)-4-(((S)-1-methylpyrrolidin-2-yl)methoxy)-1H-pyrazolo[4,3-c]quinolin-1-yl)piperidin-2-yl)acetonitrile ClC1=CC=2C3=C(C(=NC2C(=C1C1=C(C(=CC=C1)C)C(F)(F)F)F)OC[C@H]1N(CCC1)C)C=NN3[C@@H]3C[C@H](NCC3)CC#N